C(C)(C)(C)[SiH](OCCOC)OCCOC tert-butyl-bis-(2-methoxyethoxy)silane